di-tert-butyl-benzenediamine C(C)(C)(C)C=1C(=C(C(=CC1)N)N)C(C)(C)C